3-(6-(aminomethyl)-1-(1-((trifluoromethyl)sulfonyl)piperidin-4-yl)-1H-indol-3-yl)benzonitrile NCC1=CC=C2C(=CN(C2=C1)C1CCN(CC1)S(=O)(=O)C(F)(F)F)C=1C=C(C#N)C=CC1